CC1=NC(=CC(=C1)C=1NC2=CC=C(C=C2C1C(C)C)C1CCN(CC1)C(C(=O)NCCC1=CC=NC=C1)=O)C 2-(4-(2-(2,6-dimethylpyridin-4-yl)-3-isopropyl-1H-indol-5-yl)piperidin-1-yl)-2-oxo-N-(2-(pyridin-4-yl)ethyl)acetamide